FC1=C(C=C(C(=C1)N1C[C@H](N(CC1)C)C)NC(C1=C(C=C(C=C1)F)C(F)(F)F)=O)C1=CCCN(C1)C(=O)OC1CC(C1)(F)F |r| (3,3-difluorocyclobutyl) 5-[2-fluoro-5-[[4-fluoro-2-(trifluoromethyl)benzoyl] amino]-4-[rac-(3R)-3,4-dimethylpiperazin-1-yl]phenyl]-3,6-dihydro-2H-pyridine-1-carboxylate